CN(CCOC1=CC=C(CNC2CCN(CC2)C2=C(C=CC=C2)/C=C/C(=O)NO)C=C1)C (E)-3-(2-(4-((4-(2-(dimethylamino)ethoxy)benzyl)amino)piperidin-1-yl)phenyl)-N-hydroxyacrylamide